C(C)(=O)OC1CC2C3CCC4CC(CCC4C3CCC2C1)NC(=O)NCCN1CC(NCC1)=O 3-(3-(2-(3-oxopiperazin-1-yl)ethyl)ureido)hexadecahydro-1H-cyclopenta[a]phenanthren-16-yl acetate